ClC1=CC2=C(CCOC23C[C@@H](N(CC3)C(=O)OC(C)(C)C)C)S1 tert-butyl (2'S)-2-chloro-2'-methyl-spiro[6,7-dihydrothieno[3,2-c]pyran-4,4'-piperidine]-1'-carboxylate